CC1=NN=C(O1)C=1C(=NC(=NC1)NC1=CC=C(C=C1)S(=O)(=O)C)N[C@H](CO)C1=CC=CC=C1 (2S)-2-[[5-(5-methyl-1,3,4-oxadiazol-2-yl)-2-(4-methylsulfonylanilino)-pyrimidin-4-yl]amino]-2-phenyl-ethanol